(2-(methoxymethyl)-2H-tetrazol-5-yl)methanol COCN1N=C(N=N1)CO